(R)-4-(5-fluoro-4-((S)-1-fluoroethyl)pyridin-3-yl)-2-methyl-5-oxo-1,4,5,7-tetrahydrofurano[3,4-b]pyridine-3-carboxylic acid methyl ester COC(=O)C=1[C@H](C2=C(NC1C)COC2=O)C=2C=NC=C(C2[C@H](C)F)F